C1(CCC1)CN[C@H]1CN(CCC1)C=1C=CC(=NC1)C1(COC1)C(=O)NC1=NC(=CN=C1)N1CCCC1 (R)-3-(5-(3-((cyclobutylmethyl)amino)piperidin-1-yl)pyridin-2-yl)-N-(6-(pyrrolidin-1-yl)pyrazin-2-yl)oxetane-3-carboxamide